3-(1-cyano-2-ethoxy-1-methyl-2-oxoethyl)azetidine-1-carboxylic acid C(#N)C(C(=O)OCC)(C)C1CN(C1)C(=O)O